CN(C1=NC=CC(=C1)C1=C(C=CC=C1)NC1=CC=C(C=C1)C(F)(F)F)C N,N-Dimethyl-4-(2-((4-(trifluoromethyl)phenyl)amino)phenyl)pyridin-2-amine